N-((6-Fluoropyridin-3-yl)methyl)-6-fluoropyridin-3-amine FC1=CC=C(C=N1)CNC=1C=NC(=CC1)F